(3R)-1-(4,6-dichloro-1,3,5-triazin-2-yl)-3-methylpiperidin-3-ol ClC1=NC(=NC(=N1)Cl)N1C[C@@](CCC1)(O)C